acryloxytetradecyliododimethylsilane C(C=C)(=O)OCCCCCCCCCCCCCC[Si](C)(C)I